fluoro-5-{[3-(1H-1,2,3-triazol-5-ylcarbonyl)-3,8-diazabicyclo[3.2.1]oct-8-yl]sulfonyl}benzonitrile FC1=C(C#N)C=C(C=C1)S(=O)(=O)N1C2CN(CC1CC2)C(=O)C2=CN=NN2